(Z)-3-(3-(3,5-bis(trifluoromethyl)phenyl)-1H-pyrazol-1-yl)-1-(3,3-difluoroazetidin-1-yl)prop-2-en-1-one FC(C=1C=C(C=C(C1)C(F)(F)F)C1=NN(C=C1)\C=C/C(=O)N1CC(C1)(F)F)(F)F